Bis(m-tolyl)methylene(cyclopentadienyl)(2,7-diphenyl-3,6-di-t-butylfluorenyl)zirconium dichloride [Cl-].[Cl-].C1(=CC(=CC=C1)C(=[Zr+2](C1=C(C(=CC=2C3=CC(=C(C=C3CC12)C1=CC=CC=C1)C(C)(C)C)C(C)(C)C)C1=CC=CC=C1)C1C=CC=C1)C=1C=C(C=CC1)C)C